[O-2].[Zn+2].[Ga+3] gallium-zinc-oxide